(S)-quinuclidin-3-yl (7-(6-isopropoxypyridin-3-yl)-6-methoxy-3,3-dimethylchroman-4-yl)carbamate C(C)(C)OC1=CC=C(C=N1)C1=C(C=C2C(C(COC2=C1)(C)C)NC(O[C@@H]1CN2CCC1CC2)=O)OC